3-(2-(dimethylamino)ethyl) 5-methyl 2,6-dimethyl-4-phenyl-1,4-dihydropyridine-3,5-dicarboxylate CC=1NC(=C(C(C1C(=O)OCCN(C)C)C1=CC=CC=C1)C(=O)OC)C